FC=1C=C(C=CC1CN1C(=NC=C1)C(C)C)C=1C(=CC=C(C1)CC(C)C)S(=O)(=O)NC1=NC=CC=N1 3'-fluoro-5-isobutyl-4'-((2-isopropyl-1H-imidazol-1-yl)methyl)-N-(pyrimidin-2-yl)-[1,1'-biphenyl]-2-sulfonamide